BrC1=C(C=C2C(=NC(N3C2=C1OCC3COC3CCNCC3)=O)N3C[C@H](N(C[C@@H]3C)C(=O)OC(C)(C)C)C)Cl (2R,5S)-tert-butyl 4-(10-bromo-9-chloro-5-oxo-3-((piperidin-4-yloxy)methyl)-3,5-dihydro-2H-[1,4]oxazino[2,3,4-ij]quinazolin-7-yl)-2,5-dimethylpiperazine-1-carboxylate